ClC=1C=C2C(C(=COC2=CC1C)C=C(C#N)S(=O)(=O)C1=NC=CC=C1)=O (6-chloro-7-methyl-4-oxo-4H-chromen-3-yl)-2-(pyridin-2-ylsulfonyl)acrylonitrile